CC1(CO)CC=C(C=C1)CCCCCCCCCCCC 1-methyl-p-dodecyl-benzyl alcohol